8-Chloro-5-methoxy-2-methylquinoline hydrochloride Cl.ClC=1C=CC(=C2C=CC(=NC12)C)OC